trans-isopropyl N-[4-[5-[4-amino-2-(tert-butylsulfamoyl)phenyl]thiazol-2-yl]cyclohexyl]carbamate NC1=CC(=C(C=C1)C1=CN=C(S1)[C@@H]1CC[C@H](CC1)NC(OC(C)C)=O)S(NC(C)(C)C)(=O)=O